C(C=CCCCCCCCCCCCCCCCCC(=O)O)(=O)O cosenedioic acid